linoleic acid-d11 [2H]C(C/C=C\C/C=C\CCCCC)C([2H])([2H])C([2H])([2H])C([2H])([2H])C([2H])([2H])C([2H])([2H])C(=O)O